rac-3-(3-bromo-1H-1,2,4-triazol-1-yl)-2-methylbutan BrC1=NN(C=N1)[C@@H](C(C)C)C |r|